COC1=CC=C(C=C1)C1CN(CC1)C=1C=2N(N=C(C1)C=1C(NC(NC1)=O)=O)C=CN2 5-(8-(3-(4-methoxyphenyl)pyrrolidin-1-yl)imidazo[1,2-b]pyridazin-6-yl)pyrimidine-2,4(1H,3H)-dione